(E)-2-fluoro-4-methoxy-N-(2-methoxy-5-(4-(4-(4-oxopent-2-enoyl)piperazin-1-yl)quinazolin-6-yl)pyridin-3-yl)benzenesulfonamide FC1=C(C=CC(=C1)OC)S(=O)(=O)NC=1C(=NC=C(C1)C=1C=C2C(=NC=NC2=CC1)N1CCN(CC1)C(\C=C\C(C)=O)=O)OC